ClC1=C(C=C(C=C1)F)C1(NC(C=2C=3C(=NN(C3C=C(C21)C2=C(C(=O)N)C=C(C=C2F)C(F)(F)F)CC(F)F)F)=O)O (6-(2-chloro-5-fluorophenyl)-3-(2,2-difluoroethyl)-1-fluoro-6-hydroxy-8-oxo-3,6,7,8-tetrahydropyrrolo[3,4-e]indazol-5-yl)-3-fluoro-5-(trifluoromethyl)benzamide